ClC1=NC=2N(C(=C1C1=C(C=C(C#N)C=C1F)F)N[C@H](C(F)(F)F)C)N=CN2 (S)-4-(5-chloro-7-((1,1,1-trifluoropropan-2-yl)amino)-[1,2,4]triazolo[1,5-a]pyrimidin-6-yl)-3,5-difluorobenzonitrile